C(=O)(OC(C)(C)C)N[C@@H](C[C@H](C(=O)O)C)CC1=CC=C(C=C1)C1=CC=CC=C1 (2R,4S)-N-Boc-5-([1,1'-biphenyl]-4-yl)-4-amino-2-methyl-valeric acid